FC=1C=CC(=C(C1)C1=CC(=C(N=N1)NC1C[C@@H]2[C@@H](CN(C2)C[C@@H]2COCC2)C1)C#N)C 6-(5-fluoro-2-methylphenyl)-3-(((3aR,5s,6aS)-2-(((R)-tetrahydrofuran-3-yl)methyl)octahydro-cyclopenta[c]pyrrol-5-yl)amino)pyridazine-4-carbonitrile